N1(C=NC=C1)C1=CC=C(N=N1)C(=O)NC1=C(C(=O)O)C=C(C(=C1)F)OCCCOC1=C(C=C(C(=C1)NC(=O)C=1N=NC(=CC1)N1C=NC=C1)C(=O)O)F 2-(6-(1H-imidazol-1-yl)pyridazine-3-carboxamido)-5-(3-(5-(6-(1H-imidazol-1-yl)pyridazine-3-carboxamido)-4-carboxy-2-fluorophenoxy)propoxy)-4-fluoro-benzoic acid